rac-(4-((3R,4S)-3,4-dihydroxypiperidin-1-yl)-2-((1-((dimethylamino)methyl)cyclopropyl)methoxy)-5,7-dihydro-6H-pyrrolo[3,4-d]pyrimidin-6-yl)(3-hydroxy-8-iodonaphthalen-1-yl)methanone O[C@@H]1CN(CC[C@@H]1O)C=1C2=C(N=C(N1)OCC1(CC1)CN(C)C)CN(C2)C(=O)C2=CC(=CC1=CC=CC(=C21)I)O |r|